benzyl (R)-4-(4-(1-(3-(tert-butyl)-1,2,4-oxadiazole-5-carboxamido)-2,3-dihydro-1H-inden-5-yl)-9H-pyrimido[4,5-b]indol-7-yl)piperazine-1-carboxylate C(C)(C)(C)C1=NOC(=N1)C(=O)N[C@@H]1CCC2=CC(=CC=C12)C1=NC=NC=2NC3=CC(=CC=C3C21)N2CCN(CC2)C(=O)OCC2=CC=CC=C2